FC1(CC2(CC(C2)NCC=2C=CC=3N(C2)C=C(N3)CNC(=O)C=3N=C2N(C(C3)=O)C=CC=C2)C1)F N-({6-[({6,6-difluorospiro[3.3]heptan-2-yl}amino)methyl]imidazo[1,2-a]pyridin-2-yl}methyl)-4-oxo-4H-pyrido[1,2-a]pyrimidine-2-carboxamide